1-di-n-propylamino-3-phenylbut-3-ene C(CC)N(CCC(=C)C1=CC=CC=C1)CCC